C1(CC1)CC(=O)C1=C(C(=O)O)C=CC=C1 o-cyclopropylacetylbenzoic acid